FC=1C=C(C=C2C(=NN(C12)C(C)C)I)N1N=CC(=C1)C(=O)O 1-(7-fluoro-3-iodo-1-isopropyl-1H-indazol-5-yl)-1H-pyrazole-4-formic acid